2-methyl-8-[[1-(3,3,3-trifluoro-2-hydroxy-propyl)-4-piperidyl]oxy]-2,3-dihydro-1,4-benzoxazepin-5-one CC1OC2=C(C(NC1)=O)C=CC(=C2)OC2CCN(CC2)CC(C(F)(F)F)O